1,1-bis(4-hydroxyphenyl)-1-(p-nitrophenyl)ethane OC1=CC=C(C=C1)C(C)(C1=CC=C(C=C1)[N+](=O)[O-])C1=CC=C(C=C1)O